C(C)OC1=C(C=C(C=N1)C1=NC(=C(C(=C1)N(C)CC1(CCCC1)COC)[N+](=O)[O-])N)C(F)(F)F 6'-ethoxy-N4-{[1-(methoxymethyl)cyclopentyl]methyl}-N4-methyl-5-Nitro-5'-(trifluoromethyl)[2,3'-bipyridine]-4,6-diamine